2-(4-(4-(aminomethyl)-1-oxo-1,2-dihydrophthalazin-6-yl)-1-methyl-1h-pyrazol-5-yl)-4-chloro-6-cyclopropoxy-3-fluorobenzonitrile hydrochloride salt Cl.NCC1=NNC(C2=CC=C(C=C12)C=1C=NN(C1C1=C(C#N)C(=CC(=C1F)Cl)OC1CC1)C)=O